FC=1C=CC(=C(C1)C(\C=C\C1=NC(=C(N=C1C)C)C)=O)OC (E)-1-(5-fluoro-2-methoxyphenyl)-3-(3,5,6-trimethylpyrazin-2-yl)-2-propen-1-one